2,5-dioxopyrrolidin-1-yl ((benzyloxy)carbonyl)-L-alaninate C(C1=CC=CC=C1)OC(=O)N[C@@H](C)C(=O)ON1C(CCC1=O)=O